ClC=1SC=C(C1Cl)Cl 2,3,4-trichlorothiophene